N-(2-cyano-4-cyclopentylphenyl)-2-[(1-methyl-1H-1,2,3,4-tetrazol-5-yl)sulfanyl]-5-nitrobenzamide C(#N)C1=C(C=CC(=C1)C1CCCC1)NC(C1=C(C=CC(=C1)[N+](=O)[O-])SC1=NN=NN1C)=O